bis(methacryloyl)-cystine C(C(=C)C)(=O)[C@](CSSC[C@@](C(=O)O)(N)C(C(=C)C)=O)(C(=O)O)N